N1=NNCC1 Triazacyclopentene